FC=1C(=C(C=CC1F)C1=C(OC(C1C)(C(F)(F)F)C)C(=O)[O-])OC 3-(3,4-difluoro-2-methoxyphenyl)-4,5-dimethyl-5-(trifluoromethyl)-4,5-dihydrofuran-2-carboxylate